4-toluenesulphonic acid CC1=CC=C(C=C1)S(=O)(=O)O